(1S,4S)-norbornan C12CCC(CC1)C2